ethyl 4-(4-acetamido-5-methylthiophen-2-yl)pyrimidine-2-carboxylate C(C)(=O)NC=1C=C(SC1C)C1=NC(=NC=C1)C(=O)OCC